NC1=C(C(=O)NC2=C(C=CC(=C2)B2OC(C(O2)(C)C)(C)C)OC)C=CC(=N1)COC 2-amino-N-[2-methoxy-5-(4,4,5,5-tetramethyl-1,3,2-dioxaborolan-2-yl)phenyl]-6-(methoxymethyl)nicotinamide